heptenesulfonic acid C(=CCCCCC)S(=O)(=O)O